OCC(NCC(=O)O)(CO)CO N-Tris-(hydroxymethyl)methyl-aminoacetic acid